C(OCCCOCCCCCCCCCCCCCCCC)(OC1=CC=C(C=C1)[N+](=O)[O-])=O 3-(hexadecyloxy)propyl (4-nitrophenyl) carbonate